N-(6-aminohexyl)-2-(2,6-dioxopiperidin-3-yl)-1,3-dioxoisoindoline-5-carboxamide trifluoroacetate FC(C(=O)O)(F)F.NCCCCCCNC(=O)C=1C=C2C(N(C(C2=CC1)=O)C1C(NC(CC1)=O)=O)=O